C(C)N(C1=CC=C(C=C1)C1CC2(C(CCC2C2CCC3=CC(CCC3C12)=O)(O)C#CC(C)(C)C)C)CC 11-(4-(Diethylamino)phenyl)-17-(3,3-dimethylbut-1-yn-1-yl)-17-hydroxy-13-methyl-1,2,6,7,8,9,10,11,12,13,14,15,16,17-tetradecahydro-3H-cyclopenta[a]phenanthren-3-one